1,4-di(trifluoromethyl)benzene FC(C1=CC=C(C=C1)C(F)(F)F)(F)F